C(#N)C1=CC=C(C=C1)C1=C(C=2N(C(=N1)N1CCC(CC1)N(C)C)C=CN2)C2=CC(=C(C=C2)CNC(OC)=O)F methyl (4-{7-(4-cyanophenyl)-5-[4-(dimethylamino)piperidin-1-yl]imidazo[1,2-c]pyrimidin-8-yl}-2-fluorophenyl)methylcarbamate